4-xylylenediamine iodine [I].C1(=CC=C(C=C1)CN)CN